3-hydroxy-11-methyloctadecanoic acid OC(CC(=O)O)CCCCCCCC(CCCCCCC)C